C(CCCCCCC)OC(CC1=CC=CC=C1)=O.ClC(C1=NC(=NO1)C1=CC=C(C=C1)C(CSCC=1N=CSC1)=O)(F)F 1-(4-(5-(chlorodifluoromethyl)-1,2,4-oxadiazol-3-yl)phenyl)-2-((thiazol-4-ylmethyl)thio)ethan-1-one OCTYL-PHENYLACETATE